F[C@@H](CC[C@@H](C)[C@H]1CC[C@H]2CCCC[C@@]12C)C(C)(O[Si](CC)(CC)CC)C (1R,3aR,7aR)-1-{(2R,5S)-5-Fluoro-6-methyl-6-[(triethylsilyl)oxy]heptan-2-yl}-7a-methyloctahydro-4H-inden